C(C)(C)C1=C(C=C(C=C1)C)O 2-Isopropyl-5-methylphenol